(4-phenethoxybut-3-en-2-yl)benzene C(CC1=CC=CC=C1)OC=CC(C)C1=CC=CC=C1